CC1(O[C@H]2[C@H](C(N[C@@H]2COC2=NC=CC3=CC(=C(C=C23)OC(C)C)C(=O)N)=O)O1)C 1-{[(3aR,4R,6aR)-2,2-dimethyl-6-oxotetrahydro-3aH-[1,3]dioxolo[4,5-c]pyrrol-4-yl]methoxy}-7-(propan-2-yloxy)isoquinoline-6-carboxamide